3-(5-(difluoromethyl)-1,3,4-thiadiazol-2-yl)-N-(1,3-dimethylazetidin-3-yl)-8-(4-isobutyrylpiperazin-1-yl)imidazo[1,5-a]pyridine-6-sulfonamide FC(C1=NN=C(S1)C1=NC=C2N1C=C(C=C2N2CCN(CC2)C(C(C)C)=O)S(=O)(=O)NC2(CN(C2)C)C)F